ClC1=NN2C(N=C(C=C2)N2[C@H](C[C@H](C2)O)C2=C(C=CC(=C2)F)F)=C1NC(=O)N[C@H]1[C@@H](C1)O 1-(2-chloro-5-((2R,4R)-2-(2,5-difluorophenyl)-4-hydroxypyrrolidin-1-yl)pyrazolo[1,5-a]pyrimidin-3-yl)-3-((1R,2R)-2-hydroxycyclopropyl)urea